2-(4-(4-methylthiazol-5-yl)phenyl)ethyl 69-oxo-2,5,8,11,14,17,20,23,26,29,32,35,38,41,44,47,50,53,56,59,62,65-docosaoxa-68-azadoheptacontan-72-oate O=C(NCCOCCOCCOCCOCCOCCOCCOCCOCCOCCOCCOCCOCCOCCOCCOCCOCCOCCOCCOCCOCCOCCOC)CCC(=O)OCCC1=CC=C(C=C1)C1=C(N=CS1)C